FC=1C=C(C=CC1)C=1C(=NN(C1C(=O)O)C=1SC(=C(N1)C1=C(C=C(C=C1)C(F)(F)F)C)SC(C)C)C 4-(3-fluorophenyl)-1-(5-(isopropylthio)-4-(2-methyl-4-(trifluoromethyl)phenyl)thiazol-2-yl)-3-methyl-1H-pyrazole-5-carboxylic acid